C1(CC1)[C@@](C)(O)C=1C(N(C=CC1)C1=CC(=C(C=C1)C)C1=NNC2=NC(=NC(=C21)C)NC2=NC=C(C=C2F)F)=O |r| (±)-3-(1-Cyclopropyl-1-hydroxyethyl)-1-(3-(6-((3,5-difluoropyridin-2-yl)amino)-4-methyl-1H-pyrazolo[3,4-d]pyrimidin-3-yl)-4-methylphenyl)pyridin-2(1H)-one